5-(7-fluoro-2-oxoindolin-5-yl)-6-methyl-3,6-dihydro-2H-1,3,4-thiadiazin-2-one FC=1C=C(C=C2CC(NC12)=O)C1=NNC(SC1C)=O